(2S,3R)-3-(3-fluorophenyl)oxirane-2-carboxylic acid methyl ester COC(=O)[C@H]1O[C@@H]1C1=CC(=CC=C1)F